1-benzyl-1-(3-(4-butoxyphenoxy)propyl)piperidin-1-ium bromide salt [Br-].C(C1=CC=CC=C1)[N+]1(CCCCC1)CCCOC1=CC=C(C=C1)OCCCC